C(C)(C)(C)OC(=O)N1CCN(CC1)C1=CC(N(C2=CC(=C(C=C12)F)C1=C(C=CC=C1O)F)C=1C(=NC=CC1C)C(C)C)=C=O 4-(6-fluoro-7-(2-fluoro-6-hydroxyphenyl)-1-(2-isopropyl-4-methylpyridin-3-yl)-2-carbonyl-1,2-dihydroquinolin-4-yl)piperazine-1-carboxylic acid tert-butyl ester